(E)-1-((3,3-dimethoxycyclobutyl)methyl)-3-(2-nitrovinyl)-1H-pyrazole COC1(CC(C1)CN1N=C(C=C1)\C=C\[N+](=O)[O-])OC